ClC1=NC(=NC=C1C(F)(F)F)NC=1C(=NC(=CC1)N1[C@H]2CN[C@@H](C1)C2)C2CC2 4-chloro-N-[2-cyclopropyl-6-[(1R,4R)-2,5-diazabicyclo[2.2.1]heptan-2-yl]-3-pyridyl]-5-(trifluoromethyl)pyrimidin-2-amine